ClC=1C=CC=C2C=CC=C(C12)C=1C=CC2=C(N=C(N=C2N2C[C@H](NCC2)C)OCC2N(CCC2)C)N1 7-(8-chloronaphthalen-1-yl)-4-((R)-3-methylpiperazin-1-yl)-2-((1-methylpyrrolidin-2-yl)methoxy)pyrido[2,3-d]pyrimidine